BrC=1C=CC=C2C(=CN(C12)C)CC1=C(C(=O)O)C=CC=C1 2-[(7-bromo-1-methyl-1H-indol-3-yl)methyl]benzoic acid